4-Chloro-2-[4-[[dimethyl(oxo)-λ6-sulfanylidene]amino]-3-fluoro-anilino]pyrimidine-5-carbonitrile ClC1=NC(=NC=C1C#N)NC1=CC(=C(C=C1)N=S(=O)(C)C)F